C(C)(C)C1[C@H](C2C=CC1C2)C(=O)[O-] (2S)-3-isopropylbicyclo[2.2.1]hept-5-ene-2-carboxylate